N-(4-(4-(3-cyanophenoxy)butyl)phenyl)piperazine-1-carboxamide hydrochloride Cl.C(#N)C=1C=C(OCCCCC2=CC=C(C=C2)NC(=O)N2CCNCC2)C=CC1